N-[(2S)-1-({(2S)-4-chloro-3-oxo-1-[(3S)-2-oxopyrrolidin-3-yl]butan-2-yl}amino)-4-methyl-1-oxopentan-2-yl]-4-methoxy-1H-indole-2-carboxamide ClCC([C@H](C[C@H]1C(NCC1)=O)NC([C@H](CC(C)C)NC(=O)C=1NC2=CC=CC(=C2C1)OC)=O)=O